6-chloro-2-cyclopropyl-1-(1-(ethyl-d)-1H-pyrazol-4-yl)-7-fluoro-1H-indole ClC1=CC=C2C=C(N(C2=C1F)C=1C=NN(C1)CC[2H])C1CC1